6-chloro-2,4-difluoro-9-phenyl-9H-carbazole ClC=1C=C2C=3C(=CC(=CC3N(C2=CC1)C1=CC=CC=C1)F)F